N-[(1S)-2-[[5-[5-ethyl-3-methyl-1-(2-trimethylsilylethoxymethyl)pyrazol-4-yl]-6-fluoro-2-pyridyl]amino]-1-(4-methylcyclohexyl)-2-oxo-ethyl]-2-(3-hydroxypropyl)pyrazole-3-carboxamide C(C)C1=C(C(=NN1COCC[Si](C)(C)C)C)C=1C=CC(=NC1F)NC([C@H](C1CCC(CC1)C)NC(=O)C=1N(N=CC1)CCCO)=O